FC1=CC=C(C=C1)CCC(C(C)C=1C=C(C=2C3=C(C(OC2C1)(C)C)CCC(C3)C)O)C 3-[5-(4-Fluorophenyl)-3-methylpentan-2-yl]-6,6,9-trimethyl-7,8,9,10-tetrahydrobenzo[c]chromen-1-ol